2-(((S)-1-(1H-1,2,4-triazol-1-yl)propan-2-yl)oxy)-4-(2-((1-((1r,4r)-4-morpholinocyclohexyl)-3-(pyridin-2-ylmethoxy)-1H-pyrazol-4-yl)amino)pyrimidin-5-yl)benzonitrile N1(N=CN=C1)C[C@H](C)OC1=C(C#N)C=CC(=C1)C=1C=NC(=NC1)NC=1C(=NN(C1)C1CCC(CC1)N1CCOCC1)OCC1=NC=CC=C1